CC1(CCC(CC1)NC1=NN2C(C(=N1)OC)=C(C=C2)C=2C=NC=1N(C2)C(=CN1)C(=O)NC)C 6-(2-((4,4-dimethylcyclohexyl)amino)-4-methoxypyrrolo[2,1-f][1,2,4]triazin-5-yl)-N-methylimidazo[1,2-a]pyrimidine-3-carboxamide